FC=1C=C(C=CC1)C=1C(=NN(C1C(=O)O)C=1SC(=C(N1)N1CC(CC1)C(F)(F)F)SC(C)C)C 4-(3-fluorophenyl)-1-(5-(isopropylthio)-4-(3-(trifluoromethyl)pyrrolidin-1-yl)thiazol-2-yl)-3-methyl-1H-pyrazole-5-carboxylic acid